2-(6-(4-(((S)-1-(tert-butoxycarbonyl)pyrrolidin-3-yl)oxy)phenyl)-4-fluoro-1-oxoisoindolin-2-yl)-2-(6,7-dihydro-5H-pyrrolo[1,2-c]imidazol-1-yl)acetic acid C(C)(C)(C)OC(=O)N1C[C@H](CC1)OC1=CC=C(C=C1)C1=CC(=C2CN(C(C2=C1)=O)C(C(=O)O)C1=C2N(C=N1)CCC2)F